SCCC(=O)O.SCCC(=O)O.OCCSCCO hydroxyethylthioether bis(3-mercaptopropionate)